tert-butyl 3-(5-(2-bromoacetyl)thiophen-2-yl)-3-fluoroazetidine-1-carboxylate BrCC(=O)C1=CC=C(S1)C1(CN(C1)C(=O)OC(C)(C)C)F